pentafluorophenyl 5-methyl-2-oxo-1,3-dioxane-5-carboxylate CC1(COC(OC1)=O)C(=O)OC1=C(C(=C(C(=C1F)F)F)F)F